2-(trimethylsilyl)ethyl-9,10-diamino-8-oxodecanoic acid dihydrochloride Cl.Cl.C[Si](CCC(C(=O)O)CCCCCC(C(CN)N)=O)(C)C